ClC1=NC2=CC(N(C=C2C(=C1)N[C@H](C)C1=C(C(=CC=C1)C(F)F)F)C1(CC1)C)=O (R)-2-chloro-4-((1-(3-(difluoromethyl)-2-fluorophenyl)ethyl)amino)-6-(1-methylcyclopropyl)-1,6-naphthyridin-7(6H)-one